C(C)(=O)C1=CC=2N(C3=CC=CC=C3SC2C=C1)C1=C(C=C2C=CC=CN12)C1=CC=CC=C1 2-acetyl-10-(2-phenylindolizin-3-yl)-10H-phenothiazine